C(CCCCC)OC(C1=C(C=CC(=C1OC1=CC=C(C=C1)N=NC1=CC=CC=C1)O)O)=O 6-(4-(phenyldiazenyl)phenoxy)2,5-dihydroxybenzoic acid hexyl ester